2-chloro-2,2-difluoroacetic anhydride ClC(C(=O)OC(C(Cl)(F)F)=O)(F)F